5-(4-((2-(4-((3,5-difluoro-4-(trifluoromethoxy)benzyl)amino)butoxy)ethyl)amino)-1H-indazol-6-yl)pyridazine-3-carbonitrile FC=1C=C(CNCCCCOCCNC2=C3C=NNC3=CC(=C2)C=2C=C(N=NC2)C#N)C=C(C1OC(F)(F)F)F